OC1=CC=C2CCC(OC2=C1)C1=CC(=C(C=C1)O)CC=C(C)C 7,4'-Dihydroxy-3'-prenylflavan